FC(=C(C(C(C(F)(F)F)(C(F)(F)F)F)(C(C(F)(F)F)(F)F)F)C(F)(F)F)F perfluoro-2,4-dimethyl-3-ethyl-pentene